O=C1C(=C(C=NN1)N1[C@@H](CCC1)CO[C@H]1C[C@@H](CCC1)C(=O)N1CCN(CC1)C1=CC=C(C=N1)C#N)C(F)(F)F 6-[4-[(1R,3R)-3-[[(2S)-1-[6-oxo-5-(trifluoromethyl)-1,6-dihydropyridazin-4-yl]pyrrolidin-2-yl]methoxy]cyclohexanecarbonyl]piperazin-1-yl]pyridine-3-carbonitrile